C(C)NC(\C=C\C=1SC=CC1)=O (E)-N-Ethyl-3-(thien-2-yl)acrylamide